OC(CC(=O)SCCNC(CCNC([C@@H](C(COP(OP(OC[C@@H]1[C@H]([C@H]([C@@H](O1)N1C=NC=2C(N)=NC=NC12)O)OP(=O)(O)O)(=O)O)(=O)O)(C)C)O)=O)=O)CCC(C(=O)O)N 3-hydroxy-6-aminopimeloyl-CoA